(5aS,6R,11bS)-14-(cyclopropylmethyl)-9-iodo-3-(2-(4-methyl-1H-pyrazol-1-yl)ethyl)-2,3,4,5,6,7-hexahydro-6,11b-(epiminoethano)naphtho[1,2-d]azepine-5a,10(1H)-diol C1(CC1)CN1CC[C@]23CCN(CC[C@]2([C@H]1CC1=CC(=C(C=C13)O)I)O)CCN1N=CC(=C1)C